FC1(COCCC1NC(=O)C1=C(OC2=C1C=C(C=C2)OCC2=CN=C(S2)C)C)F N-(3,3-Difluorotetrahydro-2H-pyran-4-yl)-2-methyl-5-((2-methylthiazol-5-yl)methoxy)benzofuran-3-carboxamide